ClC=1C=C(C=C(C1)N1CC(NCC1)=O)[C@H]1N(CCOC1)C(=O)OC(C)(C)C tert-butyl (R)-3-(3-chloro-5-(3-oxopiperazin-1-yl)phenyl)morpholine-4-carboxylate